5-(pyridin-3-yl)-1,2-dihydro-3H-pyrrol-3-one N1=CC(=CC=C1)C1=CC(CN1)=O